4'-((4-(ethylcarbamoyl)pyridin-2,6-diyl)bis(1H-1,2,3-triazole-4,1-diyl))bis(2-chlorobenzoic acid) C(C)NC(=O)C1=CC(=NC(=C1)C=1N=NN(C1)C=1C(=C(C(=O)O)C=CC1)Cl)C=1N=NN(C1)C=1C(=C(C(=O)O)C=CC1)Cl